The molecule is a 2-hydroxy carboxylic acid that is lactic acid in which one of the methyl hydrogens is substituted by a 4-hydroxyphenyl group. It has a role as a human metabolite and a bacterial metabolite. It is a 2-hydroxy carboxylic acid and a member of phenols. It derives from a rac-lactic acid. It is a conjugate acid of a 3-(4-hydroxyphenyl)lactate. C1=CC(=CC=C1CC(C(=O)O)O)O